CC1(COB(OC1)C1=C(C=CC2=C1C=C(O2)NC(OC(C)(C)C)=O)F)C tert-butyl N-[4-(5,5-dimethyl-1,3,2-dioxaborinan-2-yl)-5-fluoro-benzofuran-2-yl]carbamate